C(C)N1C(=CC2=CC=CC=C12)C1=NC2=C(N1C)C=CC(=C2)C(=O)NC2CN(CCCC2)C(=O)OC(C)(C)C tert-Butyl 3-(2-(1-ethyl-1H-indol-2-yl)-1-methyl-1H-benzo[d]imidazole-5-carboxamido)azepane-1-carboxylate